1-(2-(diisopropylamino)ethyl)-3-(2-(4-ethylpiperazin-1-yl)-4-methylquinolin-6-yl)thiourea C(C)(C)N(CCNC(=S)NC=1C=C2C(=CC(=NC2=CC1)N1CCN(CC1)CC)C)C(C)C